C1(=CC=C(C=C1)C#N)C=1C(=CC=CC1)C1=CC=C(C=C1)C#N [1,1':2',1''-terphenyl]-4,4''-dicarbonitrile